methyladenosine 5'-triphosphate P(O)(=O)(OP(=O)(O)OP(=O)(O)O)OC[C@@H]1[C@H]([C@H]([C@@](O1)(N1C=NC=2C(N)=NC=NC12)C)O)O